4-((tetrahydro-2H-pyran-3-yl)amino)piperidine O1CC(CCC1)NC1CCNCC1